1-amino-3-fluoropyridinium iodide [I-].N[N+]1=CC(=CC=C1)F